tert-Butyl 6-oxo-2-azaspiro[3.4]octane-2-carboxylate O=C1CC2(CN(C2)C(=O)OC(C)(C)C)CC1